(2S,4R)-1-[(2S)-2-(4-cyclopropyltriazol-1-yl)-3,3-dimethyl-butanoyl]-4-hydroxy-N-[1-(4,5,6,7-tetrahydropyrazolo[1,5-a]pyridin-2-yl)ethyl]pyrrolidine-2-carboxamide C1(CC1)C=1N=NN(C1)[C@H](C(=O)N1[C@@H](C[C@H](C1)O)C(=O)NC(C)C1=NN2C(CCCC2)=C1)C(C)(C)C